2,4-dichloro-7,8-dihydro-5H-spiro[quinazoline-6,2'-[1,3]dioxolane] ClC1=NC=2CCC3(OCCO3)CC2C(=N1)Cl